N1(CCOCC1)C1=NC=C(C=N1)C=1C=CC=2N=C3COC[C@@H](N3C2N1)C1=CC=CC=C1 (S)-2-(2-morpholinylpyrimidin-5-yl)-9-phenyl-8,9-dihydro-6H-pyrido[3',2':4,5]imidazo[2,1-c][1,4]oxazine